4-((1R,3R)-3-(3-(3-fluoro-4-(trifluoromethyl)phenyl)-1-isopropyl-1H-1,2,4-triazol-5-yl)cyclopentyl)morpholine FC=1C=C(C=CC1C(F)(F)F)C1=NN(C(=N1)[C@H]1C[C@@H](CC1)N1CCOCC1)C(C)C